ClC(OC1=CC=C(C=C1)NC(=O)C=1C=NC(=C(C1)C1=CC=NN1)N1C[C@@H](CC1)O)(F)F N-[4-(CHLORODIFLUOROMETHOXY)PHENYL]-6-[(3R)-3-HYDROXYPYRROLIDIN-1-YL]-5-(1H-PYRAZOL-5-YL)PYRIDINE-3-CARBOXAMID